methyl 6-amino-2-(3-methoxy-3-oxopropyl)-1-methyl-1H-benzo[d]imidazole-5-carboxylate NC=1C(=CC2=C(N(C(=N2)CCC(=O)OC)C)C1)C(=O)OC